C=1C=CCN2C1C1=CC(=CC=C1C=C2)C(=O)O pyrido[2,1-a]isoquinoline-10-carboxylic acid